4-morpholino-6-(pyridin-4-yl)-N-(5-(thiophen-3-yl)-1H-pyrazol-3-yl)furo[3,2-d]pyrimidin-2-amine O1CCN(CC1)C=1C2=C(N=C(N1)NC1=NNC(=C1)C1=CSC=C1)C=C(O2)C2=CC=NC=C2